1-bromo-4-((R)-sec-butoxy)benzene BrC1=CC=C(C=C1)O[C@H](C)CC